1-(4-Bromophenyl)-7-chloro-5-fluoro-6-(methoxymethoxy)-1H-indazole BrC1=CC=C(C=C1)N1N=CC2=CC(=C(C(=C12)Cl)OCOC)F